FC=1C=C(C=CC1F)C(CN1C=NC=C1)=O 1-(3,4-difluorophenyl)-2-(1H-imidazol-1-yl)ethan-1-one